FC1(CN(CC[C@H]1NC1=NN2C(C(=N1)OC)=C(C(=C2)F)C=2C=CC1=C(N(N=N1)[C@@H](C(F)F)C)C2)S(=O)(=O)C)F N-((R)-3,3-difluoro-1-(methylsulfonyl)piperidin-4-yl)-5-(1-((R)-1,1-difluoropropan-2-yl)-1H-benzo[d][1,2,3]triazol-6-yl)-6-fluoro-4-methoxypyrrolo[2,1-f][1,2,4]triazin-2-amine